ClC=1C=CC=C2C(C(=C(NC12)NC1=C(C=C(C=C1)Cl)Cl)C(CC(C)C)=O)=O 8-chloro-2-((2,4-dichlorophenyl)amino)-3-(3-methylbutanoyl)quinolin-4(1H)-one